C(C)ON(C1=CC=CC=C1)OCC diethoxyaniline